N-(4-methoxyphenyl)-N-phenyl-O-allylhydroxylamine COC1=CC=C(C=C1)N(OCC=C)C1=CC=CC=C1